[Cl-].C(C1=CC=CC=C1)C1=NC=CN1C benzyl-3-methylimidazole chloride salt